N-(n-propyl)thio-phosphoric triamide C(CC)SNP(N)(N)=O